2-(((1-isopropylazetidin-3-yl)(methyl)carbamoyl)oxy)-3-(palmitoyloxy)propyl oleate C(CCCCCCC\C=C/CCCCCCCC)(=O)OCC(COC(CCCCCCCCCCCCCCC)=O)OC(N(C)C1CN(C1)C(C)C)=O